(Z)-3-methoxy-N-methyl-N-styrylbenzamide COC=1C=C(C(=O)N(\C=C/C2=CC=CC=C2)C)C=CC1